NC1=CC(=C(C(=C1[2H])Cl)O)Cl 4-amino-2,6-dichlorophenol-5-d